CC1(OCC[C@@H](C1)C=1C=C2C=C(NC2=CC1)C(=O)N(C1=CC=CC=C1)C)C 5-[(4S)-2,2-dimethyloxacyclohexan-4-yl]-N-methyl-N-phenylindole-2-carboxamide